OCC(CC(C1=CC=CC=C1)O)(CO)CC(=O)N (1,4-dihydroxy-2-(hydroxymethyl)-4-phenylbutan-2-yl)acetamide